NC1=C(C=CC(=C1)C(F)(F)F)NS(=O)(=O)C N-(2-amino-4-(trifluoromethyl)phenyl)methanesulfonamide